N[C@@H](CO)C(=O)NCC(=O)N([C@@H](CS)C(=O)O)SC(C)(C)C N-seryl-glycyl-(S-tert-butylthio)cysteine